ISO-STEARATE C(CCCCCCCCCCCCCCC(C)C)(=O)[O-]